N1N=CC2=CC(=CC=C12)C(=O)N1CCC2(CC1)C(N(C1=CC=CC(=C12)C)CC(=O)N([C@H](C(F)(F)F)C)C)=O 2-[1'-(1H-indazole-5-carbonyl)-4-methyl-2-oxospiro[indole-3,4'-piperidin]-1-yl]-N-methyl-N-[(2S)-1,1,1-trifluoropropan-2-yl]acetamide